(5-((6-fluoro-3-methyl-4-oxo-4,5-dihydropyrazolo[1,5-a]quinoxalin-7-yl)methyl)-5,6-dihydropyrrolo[3,4-c]pyrazol-2(4H)-yl)-6-chloro-N-methylpicolinamide FC1=C2NC(C=3N(C2=CC=C1CN1CC2=NN(C=C2C1)C=1C(=NC(=CC1)Cl)C(=O)NC)N=CC3C)=O